BrC=1C=C2CN(C(C2=CC1F)=O)C1C(NC(CC1)=O)=O 3-(5-bromo-6-fluoro-1-oxo-2,3-dihydro-1H-isoindol-2-yl)piperidine-2,6-dione